FC1=C(C=C2C=CN(C(C2=C1)=O)CC(C[C@H](C)NC=1C=NNC(C1C(F)(F)F)=O)O)C1=NC=C(C=N1)C(F)(F)F 7-fluoro-2-((4S)-2-hydroxy-4-((6-oxo-5-(trifluoromethyl)-1,6-dihydropyridazin-4-yl)amino)pentyl)-6-(5-(trifluoromethyl)pyrimidin-2-yl)isoquinolin-1(2H)-one